3-(4-((4-((((adamantan-1-yl)methyl)amino)methyl)-2-fluorobenzyl)thio)-1-oxoisoindolin-2-yl)piperidine-2,6-dione C12(CC3CC(CC(C1)C3)C2)CNCC2=CC(=C(CSC3=C1CN(C(C1=CC=C3)=O)C3C(NC(CC3)=O)=O)C=C2)F